2-methylpropyl-3,5-diamino-4-chlorobenzoic acid CC(CC1=C(C(=O)O)C=C(C(=C1N)Cl)N)C